C(#N)C1=C(NC2=CC(=C(C=C2C1=O)NC(C)=O)OCC)C(C)C N-(3-cyano-7-ethoxy-2-isopropyl-4-oxo-1,4-dihydroquinolin-6-yl)acetamide